N1=C2C(=CC=C1)CCCCC2OC(=O)N2CC(CC2)N2C(NC1=NC=CC=C12)=O 6,7,8,9-tetrahydro-5H-cyclohept[b]pyridin-9-yl-3-(2-oxo-2,3-dihydro-1H-imidazo[4,5-b]pyridin-1-yl)pyrrolidine-1-carboxylate